N[C@@H]1[C@H](CCNCC1)C1=C(C2=NC(=CC(=C2S1)NCC=1SC=CC1)Cl)Br 2-((4S,5S)-5-aminoazepan-4-yl)-3-bromo-5-chloro-N-(thiophen-2-ylmethyl)thieno[3,2-b]pyridin-7-amine